dimethyl-sulfonyl-2,2'-dichlorobenzidine lithium [Li].CS(=O)(=O)NC1=C(C(=C(C=C1)C1=C(C=C(N)C=C1)Cl)Cl)S(=O)(=O)C